tert-butyl [1-(5-bromo-4-(4-cyano-3-fluorophenyl)thiazol-2-yl)piperidin-4-yl]carbamate BrC1=C(N=C(S1)N1CCC(CC1)NC(OC(C)(C)C)=O)C1=CC(=C(C=C1)C#N)F